benzyl tetrahydro-[1,3,2]dioxathiolo[4,5-c]pyridine-5(4H)-carboxylate 2,2-dioxide O1S(OC2CN(CCC21)C(=O)OCC2=CC=CC=C2)(=O)=O